FCC(CF)N1N=NC2=C1C=C(C=C2)C=2C=CN1N=C(N=C(C12)OC)NCC(C#N)(C)C 3-((5-(1-(1,3-difluoropropan-2-yl)-1H-benzo[d][1,2,3]triazol-6-yl)-4-methoxypyrrolo[2,1-f][1,2,4]triazin-2-yl)amino)-2,2-dimethylpropanenitrile